2-(cyclopent-1-enyl)-4,4,5,5-tetramethyl-1,3,2-dioxaborolane C1(=CCCC1)B1OC(C(O1)(C)C)(C)C